BrC1=CC(=C(C=C1OC)CC(=O)OCC1=CC=CC=C1)F benzyl 2-(4-bromo-2-fluoro-5-methoxy-phenyl)acetate